BrC1=CC(=CC=2C(OC(=NC21)C=2N(N=C(C2)Br)CC(F)F)=O)Cl 8-bromo-2-[5-bromo-2-(2,2-difluoroethyl)pyrazol-3-yl]-6-chloro-3,1-benzoxazin-4-one